ClC1=C(C=CC=C1)[C@H]1[C@@](O1)(C1=C(C=C(C=C1)F)F)CN1N=CN=C1SCC=C |o1:7,8| rel-1-[[(2R,3S)-3-(2-chlorophenyl)-2-(2,4-difluorophenyl)-2-oxiran-yl]methyl]-5-(2-propen-1-ylthio)-1H-1,2,4-triazole